OC(=O)C(F)(F)F.FC=1C=C(C=CC1OC=1N=CSC1C1=NC(=NC=C1)N[C@@H]1CNCCC1)C=1C(=C(C=CC1)S(=O)(=O)N)Cl [3-fluoro-4-[[5-[2-[[(3S)-3-piperidinyl]amino]pyrimidin-4-yl]-4-thiazolyl]oxy]phenyl]2-chlorobenzenesulfonamide TFA salt